C(C)(C)(C)OC(=O)N1C2CCCCC1CC2 9-azabicyclo[4.2.1]nonane-9-carboxylic acid tert-butyl ester